aluminium indium (AlliiN) N[C@@H](CS(=O)CC=C)C(=O)O.[In].[Al]